C(C=1C(CO)=CN=C(C)C1O)NCCNCC=1C(CO)=CN=C(C)C1O N,N'-Dipyridoxylethylendiamin